F[C@H]1CN(CCC1)C1=NC=CC(=N1)NC=1N=CC2=C(C=CC(=C2C1)C(C)C)N1[C@@H]([C@H](C1)CS(=O)(=O)C)C (3R,4S)-3-fluoro-1-(4-(5-isopropyl-8-((2R,3S)-2-methyl-3-(methylsulfonylmethyl)azetidin-1-yl)isoquinolin-3-ylamino)pyrimidin-2-yl)piperidin